ClC1=NC=2N(C(=C1C1=CC3=C(N=C(S3)C)C=C1)Cl)N=C(C2C2=CC=CC=C2)C2=CC=CC=C2 6-(5,7-dichloro-2,3-diphenylpyrazolo[1,5-a]pyrimidin-6-yl)-2-methylbenzo[d]thiazole